1-(6-ethoxy-5-methoxypyridin-2-yl)-2-(methylsulfonyl)ethylamine C(C)OC1=C(C=CC(=N1)C(CS(=O)(=O)C)N)OC